COC=1C=C(C=C(C1OC)OC)N1C=NC(=C1)NC1=NC2=CC=CC=C2C(=N1)N1[C@@H](CCC1)CO (S)-(1-(2-((1-(3,4,5-trimethoxyphenyl)-1H-imidazol-4-yl)amino)quinazolin-4-yl)pyrrolidin-2-yl)methanol